Phenoxymagnesium chlorid O(C1=CC=CC=C1)[Mg]Cl